3-(4-isopropylcyclohex-1-en-1-yl)-2-methylpropionaldehyde C(C)(C)C1CC=C(CC1)CC(C=O)C